(R)-N-(2-Hydroxy-2-(4-(3-(5-methyl-1H-tetrazol-1-yl)propoxy)phenyl)ethyl)-N-methylacetamide O[C@@H](CN(C(C)=O)C)C1=CC=C(C=C1)OCCCN1N=NN=C1C